BrC1=NC(=CC=C1)CC1CCCC1 2-bromo-6-(cyclopentylmethyl)pyridine